1,1-diphenylsilacyclobutane C1(=CC=CC=C1)[Si]1(CCC1)C1=CC=CC=C1